(4R,5S,7R,8R,9S,10R)-4-((3-fluorobenzyl)amino)-7-(hydroxymethyl)-9-(4-(3,4,5-trifluorophenyl)-1H-1,2,3-triazol-1-yl)-1,6-dioxaspiro[4.5]decan-8,10-diol FC=1C=C(CN[C@@H]2CCO[C@]23O[C@@H]([C@@H]([C@@H]([C@H]3O)N3N=NC(=C3)C3=CC(=C(C(=C3)F)F)F)O)CO)C=CC1